(2s,3s,4r,5r)-5-(6-(benzylamino)-2-(pyridin-3-yl)-9H-purin-9-yl)-3,4-dihydroxy-N-methyltetrahydrofuran-2-carboxamide C(C1=CC=CC=C1)NC1=C2N=CN(C2=NC(=N1)C=1C=NC=CC1)[C@H]1[C@@H]([C@@H]([C@H](O1)C(=O)NC)O)O